CS(=O)(=O)CC1=C(C=C(C=N1)NC=1N=CC2=C(N1)CN(CC2)C2=C(C1=C(OCCN1C(=O)OC(C)(C)C)N=C2)C)C tert-butyl 7-(2-{[6-(methanesulfonylmethyl)-5-methylpyridin-3-yl]amino}-5H,6H,7H,8H-pyrido[3,4-d]pyrimidin-7-yl)-8-methyl-1H,2H,3H-pyrido[2,3-b][1,4]oxazine-1-carboxylate